benzyl N-{[(3S)-3-[(6-{3-[(1R)-6-chloro-1-hydroxy-2,3-dihydro-1H-indene-4-sulfonamido]-2,6-difluorophenyl}-8-methoxyquinazolin-2-yl)amino]cyclopentyl]methyl}-N-methylcarbamate ClC=1C=C(C=2CC[C@H](C2C1)O)S(=O)(=O)NC=1C(=C(C(=CC1)F)C=1C=C2C=NC(=NC2=C(C1)OC)N[C@@H]1CC(CC1)CN(C(OCC1=CC=CC=C1)=O)C)F